[Si](C1=CC=CC=C1)(C1=CC=CC=C1)(C(C)(C)C)O[C@H]1[C@](CC2(OCCO2)CC1)(C)CN |r| Rac-((7s,8r)-8-((tert-butyldiphenylsilyl)oxy)-7-methyl-1,4-dioxaspiro[4.5]decan-7-yl)methylamine